dichloro-ruthenium dihydrate O.O.Cl[Ru]Cl